6,7,8,9-tetrahydro-5H-5,8-epiminocyclohepta[d]pyrimidin-2-ol N1=C(N=CC2=C1CC1CCC2N1)O